OC=1C=2N(C=C(C1)C=1C=NN(C1)C)N=CC2NC(=O)C2CC2 N-(4-hydroxy-6-(1-methyl-1H-pyrazol-4-yl)pyrazolo[1,5-a]pyridin-3-yl)cyclopropanecarboxamide